cis-ethyl 7-[8-[tert-butoxycarbonyl-(methyl)amino]-6-fluoro-4-(1-methyl-2,3,3a,4,6,6a-hexahydropyrrolo[2,3-c]pyrrol-5-yl)-9H-pyrido[2,3-b]indol-3-yl]-4-oxo-quinolizine-3-carboxylate C(C)(C)(C)OC(=O)N(C=1C=C(C=C2C3=C(NC12)N=CC(=C3N3C[C@@H]1[C@H](C3)CCN1C)C1=CN3C(C(=CC=C3C=C1)C(=O)OCC)=O)F)C